FC=1C=CC=C2C(C(N(C12)CCC(=O)OC)=O)(CCC(=O)OC)CCC(=O)OC trimethyl 3,3',3''-(7-fluoro-2-oxoindoline-1,3,3-triyl)tripropanoate